FC1(C[C@@H](C(N(C2=C1C=C(C(=C2)C=2OC(=NN2)C(C)(S(=O)(=O)C)C)F)CC2=CC=C(C=C2)OC2=CC=CC=C2)=O)NC(OC(C)(C)C)=O)F tert-butyl N-[(3S)-5,5,7-trifluoro-8-[5-(1-methyl-1-methylsulfonyl-ethyl)-1,3,4-oxadiazol-2-yl]-2-oxo-1-[(4-phenoxyphenyl)methyl]-3,4-dihydro-1-benzazepin-3-yl]carbamate